O=C1NC(CCC1N1C(C2=CC=CC(=C2C1=O)NC(CN(C)CC1=CC=C(C=C1)NC(CCCCCCC(=O)NO)=O)CC)=O)=O N1-(4-(((2-((2-(2,6-dioxopiperidin-3-yl)-1,3-dioxoisoindolin-4-yl)amino)butyl)(methyl)amino)methyl)phenyl)-N8-hydroxyoctanediamide